ClC1=CC2=C(N=C(S2)C2(CCCC2)CCCC2=C(C=CC(=C2)OC)S(=O)(=O)N)C=C1 (3-(1-(6-chlorobenzo[d]thiazol-2-yl)cyclopentyl)propyl)-4-methoxybenzenesulfonamide